BrC=1C=C(C=CC1)C1=NN=CN1C(C)C 3-(3-bromophenyl)-4-isopropyl-4H-1,2,4-triazole